P(=O)(O)(O)OC[C@@H]1[C@](C([C@@H](O1)N1C(=O)NC(N)(C=C1)C(=O)OC(C)(C)C)(F)F)(O)C(=O)OC(C)(C)C 3',4-Di(t-Butoxycarbonyl)-2'-deoxy-2',2'-difluorocytidine-5'-phosphate